IC=1C(=NN(C1)C1CN(CCC1)C(=O)OC(C)(C)C)OC tert-butyl 3-(4-iodo-3-methoxy-1H-pyrazol-1-yl)piperidine-1-carboxylate